O1C(OCC1)CCC1=NC(=NC(=N1)N1CCN(CC1)S(=O)(=O)C)C1=CC=C(C#N)C=C1 4-(4-(2-(1,3-dioxolan-2-yl)ethyl)-6-(4-(methylsulfonyl)piperazin-1-yl)-1,3,5-Triazin-2-yl)benzonitrile